CC1([C@H](C1)C(=O)N1CC2(C1)CN(CC2C(=O)N)C=2C=CC=C1C=NNC21)C 2-((S)-2,2-dimethylcyclopropanecarbonyl)-6-(1H-indazol-7-yl)-2,6-diazaspiro[3.4]octane-8-carboxamide